6-(4-Chlorobenzyl)-3-(3-fluorobenzyl)-1,2,3,4,6,8,9,10-octahydro-5H-pyrido[3,4-e]pyrimido[1,2-a]pyrimidin-5-one ClC1=CC=C(CN2C=3N(C4=C(C2=O)CN(CC4)CC4=CC(=CC=C4)F)CCCN3)C=C1